FC(C(=O)O)(F)F.FC(C(=O)O)(F)F.FC(C(=O)O)(F)F.N[C@@H](C(=O)N[C@@H](C(=O)NC(C(=O)N1CCC(CC1)C(=O)O)CCCC)CCCCCF)CC1=CC=CC=C1 [2-[[(2R)-2-[[(2R)-2-amino-3-phenyl-propionyl]amino]-7-fluoro-heptanoyl]amino]hexanoyl]piperidine-4-carboxylic acid tritrifluoroacetate